rac-(3ar,6ar)-hexahydro-2H-furo[2,3-C]pyrrole hydrochloride Cl.O1CC[C@H]2[C@@H]1CNC2 |r|